2-Amino-5-(1',2'-dihydrospiro[cyclopentane-1,3'-pyrrolo[2,3-b]pyridin]-5'-yl)-N,N-dimethylbenzamide NC1=C(C(=O)N(C)C)C=C(C=C1)C=1C=C2C(=NC1)NCC21CCCC1